[methyl(methylsulfonyl)amino]benzene-1,3-dicarboxamide trifluoroacetate FC(C(=O)O)(F)F.CN(S(=O)(=O)C)C1=C(C=CC=C1C(=O)N)C(=O)N